P(=O)(O)(O)[O-].C[N+]1=CNC=C1 3-methylimidazolium dihydrogenphosphate